5-(2-chloropyridin-4-yl)-2-aminobenzoxazole ClC1=NC=CC(=C1)C=1C=CC2=C(N=C(O2)N)C1